2-(4-benzyloxy-3,5-dimethyl-phenyl)-7-fluoro-5-(2-methoxy-ethoxy)-3H-quinazolin-4-one C(C1=CC=CC=C1)OC1=C(C=C(C=C1C)C1=NC2=CC(=CC(=C2C(N1)=O)OCCOC)F)C